2-((2-chloro-5-((prop-2-yn-1-yloxy)methyl)pyrimidin-4-yl)oxy)-1-fluoro-5,6,8,9,10,11-hexahydro-7H-pyrido[3',4':4,5]pyrrolo[2,3-f]isoquinolin-7-one ClC1=NC=C(C(=N1)OC=1N=CC=2CCC3=C(C2C1F)NC1=C3C(NCC1)=O)COCC#C